C(C)(C)(C)[Si](OC1=CC=C(NC=2C=C(N(C2C)C)C#N)C=C1)(C)C 4-[4-[tert-butyl-(dimethyl)silyl]oxyanilino]-1,5-dimethyl-1H-pyrrole-2-carbonitrile